ClC=1C(=CC(=C(C(=O)NC=2C=NC=NC2)C1)F)C(F)(F)F 5-chloro-2-fluoro-N-(pyrimidin-5-yl)-4-(trifluoromethyl)benzamide